(R)-5-{4-[4-(3,5-dimethylpyridin-2-yl)piperazine-1-carbonyl]phenyl}-1-(2-hydroxyethyl)-5-methylimidazolidine-2,4-dione CC=1C(=NC=C(C1)C)N1CCN(CC1)C(=O)C1=CC=C(C=C1)[C@@]1(C(NC(N1CCO)=O)=O)C